Hydroxyproline-d3 N1([C@@](C([C@@H](O)C1)[2H])(C(=O)O)[2H])[2H]